N-[1-[3-(5-bromo-2-pyridinyl)pyrazin-2-yl]ethyl]-2-(1-cyanocyclopropyl)-6-(trifluoromethyl)pyridine-4-carboxamide BrC=1C=CC(=NC1)C=1C(=NC=CN1)C(C)NC(=O)C1=CC(=NC(=C1)C(F)(F)F)C1(CC1)C#N